C(C)P(=O)(O)CC diethyl-hypophosphorous Acid